methyl 6-(prop-2-yn-1-yloxy)hexanoate C(C#C)OCCCCCC(=O)OC